3-methyl-1-(oxetan-3-yl)pyrazol-4-amine CC1=NN(C=C1N)C1COC1